(9R)-9-hydroxy-6,7,8,9-tetrahydrocyclohepta[B]pyridine O[C@@H]1CCCCC=2C1=NC=CC2